(S)-1-(8,9-Difluoro-5-(2-hydroxyethyl)-6-oxo-1,4,5,6-tetrahydro-2H-pyrano[3,4-c]isoquinolin-1-yl)-3-(3-(difluoromethyl)-4-fluorophenyl)-1-methylurea FC=1C(=CC=2C3=C(N(C(C2C1)=O)CCO)COC[C@H]3N(C(=O)NC3=CC(=C(C=C3)F)C(F)F)C)F